3-((6-(2-hydroxy-6-methyl-4-(trifluoromethyl)phenyl)-4-methylpyridazin-3-yl)amino)-1-methylpiperidin-2-one OC1=C(C(=CC(=C1)C(F)(F)F)C)C1=CC(=C(N=N1)NC1C(N(CCC1)C)=O)C